Cis-ethyl 2-(3-oxobutyl)cyclopropane-1-carboxylate O=C(CC[C@@H]1[C@@H](C1)C(=O)OCC)C